FC1(OC2=C(O1)C=C(C(=C2)C(=O)NC2=CC(=C(C=C2)F)C(F)(F)F)NC(C2=C(C=CC(=C2)C(=O)N2CC(C2)C(C)(C)O)OC)=O)F 2,2-difluoro-N-(4-fluoro-3-(trifluoromethyl)phenyl)-6-(5-(3-(2-hydroxypropan-2-yl)azetidine-1-carbonyl)-2-methoxybenzamido)benzo[d][1,3]dioxole-5-carboxamide